CS(=O)(=O)OCC(=O)N(CC)CC [2-(diethylamino)-2-oxo-ethyl] methanesulfonate